CN1N=CC(=C1)OC1=NC=CC=C1 (1-methylpyrazol-4-yl)oxypyridin